FC1(CC1)CN1C(=CC2=CC=CC(=C12)OC)C1=NC=2C(=NC=3CCN(C(C3C2)=O)C[C@@H]2NCCOC2)N1C (S)-2-(1-((1-fluorocyclopropyl)methyl)-7-methoxy-1H-indol-2-yl)-3-methyl-7-(morpholin-3-ylmethyl)-3,5,6,7-tetrahydro-8H-imidazo[4,5-b][1,6]naphthyridin-8-one